C(C)(C)(C)C1=NCN(O1)CC1=C(C=C(C=C1)C1=NC=NN2C1=CC(=C2)N2CCN(CC2)C(CC2CC(C2)NC(C2=CC=C(C=C2)OC2C(NC(CC2)=O)=O)=O)=O)C 5-(tert-butyl)-N-(4-(6-(4-(2-(3-(4-((2,6-dioxopiperidin-3-yl)oxy)benzamido)cyclobutyl)acetyl)piperazin-1-yl)pyrrolo[2,1-f][1,2,4]triazin-4-yl)-2-methylbenzyl)-1,2,4-oxadiazole